1-benzyl-3-(3,4-dichlorophenyl)pyrrolidin-3-ol C(C1=CC=CC=C1)N1CC(CC1)(O)C1=CC(=C(C=C1)Cl)Cl